C(#N)[C@H](CC1=CC=C(C=C1)C=1C=C(C2=C(N(C(O2)=O)CC)C1)C)NC(=O)[C@H]1OCCCNC1 (2S)-N-{(1S)-1-cyano-2-[4-(3-ethyl-7-methyl-2-oxo-2,3-dihydro-1,3-benzoxazol-5-yl)phenyl]ethyl}-1,4-oxaazepan-2-carboxamide